N,N-dimethylethylenediamine hydrochloride Cl.CN(CCN)C